ClC1=CC=C(C(=N1)C(=O)O)N[C@H](C)C1=C2N=C(C(=NC2=CC(=C1)C)C#N)N1CCN(CC1)C1=CC=C(C2=CC(=CC=C12)O)C#N (R)-6-chloro-3-((1-(2-cyano-3-(4-(4-cyano-6-hydroxynaphthalen-1-yl)piperazin-1-yl)-7-methylquinoxalin-5-yl)ethyl)amino)picolinic acid